(2,6-dimethylphenyl)-m-phenylene bisphosphate P(=O)(OC1=C(C(=CC=C1)OP(=O)([O-])[O-])C1=C(C=CC=C1C)C)([O-])[O-]